C1N(CCC2=CC=CC=C12)CC(CN1C(C2=CC(=C(C=C2CC1)C)I)=O)O 2-(3-(3,4-dihydroisoquinolin-2(1H)-yl)-2-hydroxypropyl)-7-iodo-6-methyl-3,4-dihydroIsoquinolin-1(2H)-one